CN1C(CNCC1)SSC1N(CCNC1)C dithiobis(N-methyl-piperazine)